NC1=C(C=NC=2N1C=CC2C#N)C2=C(C=CC=1SC=CC12)OC 4-amino-3-(5-methoxybenzo[b]thiophen-4-yl)pyrrolo[1,2-a]pyrimidine-8-carbonitrile